N-methyl-4-nonadecyl-N-octadecyl-anilinium [tetrakis(heptafluoronaphthyl) borate] FC=1C(=C(C(=C2C(=C(C(=C(C12)[B-](C1=C(C(=C(C2=C(C(=C(C(=C12)F)F)F)F)F)F)F)(C1=C(C(=C(C2=C(C(=C(C(=C12)F)F)F)F)F)F)F)C1=C(C(=C(C2=C(C(=C(C(=C12)F)F)F)F)F)F)F)F)F)F)F)F)F.C[NH+](C1=CC=C(C=C1)CCCCCCCCCCCCCCCCCCC)CCCCCCCCCCCCCCCCCC